Tert-butyl (S)-2-((((9H-fluoren-9-yl)methoxy)carbonyl)amino)-2-((S)-3,3-difluorocyclohexyl)acetate C1=CC=CC=2C3=CC=CC=C3C(C12)COC(=O)N[C@H](C(=O)OC(C)(C)C)[C@@H]1CC(CCC1)(F)F